1-[1-[2-[4-[[Dimethyl(oxo)-λ6-sulfanylidene]amino]anilino]-5-methyl-pyrimidin-4-yl]indol-3-yl]ethanone CS(=O)(C)=NC1=CC=C(NC2=NC=C(C(=N2)N2C=C(C3=CC=CC=C23)C(C)=O)C)C=C1